ClC=1C(=NC(=NC1Cl)I)N1[C@@H](COCC1)C (3R)-4-(5,6-dichloro-2-iodo-pyrimidin-4-yl)-3-methyl-morpholine